(R)-(3-(benzyloxy)-1-(methoxy(methyl)amino)-1-oxopropan-2-yl)carbamic acid tert-butyl ester C(C)(C)(C)OC(N[C@@H](C(=O)N(C)OC)COCC1=CC=CC=C1)=O